1,3,5-triacryloyl-hexahydroS-triazine tert-butyl-((1r,3r)-3-(4-acetylpiperazin-1-yl)cyclobutyl)carbamate acetate C(C)(=O)O.C(C)(C)(C)N(C(O)=O)C1CC(C1)N1CCN(CC1)C(C)=O.C(C=C)(=O)N1CN(CN(C1)C(C=C)=O)C(C=C)=O